BrC=1C=2C(N=C3N(C2C=CC1)C1=CC=C(C=C1C3(C)C)C3CCN(CC3)CC3COC1(CC3)CCN(CC1)C1=CC(=C(C(=C1)F)C1C(NC(CC1)=O)=O)F)=O 3-(4-(3-((4-(4-bromo-7,7-dimethyl-5-oxo-5,7-dihydroindolo[1,2-a]quinazolin-9-yl)piperidin-1-yl)methyl)-1-oxa-9-azaspiro[5.5]undecan-9-yl)-2,6-difluorophenyl)piperidine-2,6-dione